C(CCC)C(C(C1=CC=CC=C1)=O)(C(C1=CC=CC=C1)=O)OC Butyl-Methoxy-dibenzoylmethane